(2R)-2-(6-{5-chloro-2-[(2-methyl-2H-1,2,3-triazol-4-yl)amino]pyrimidin-4-yl}-1-oxo-2,3-dihydro-1H-isoindol-2-yl)-N-[(1S)-1-(2-fluoro-5-methoxyphenyl)-2-hydroxyethyl]propionamide ClC=1C(=NC(=NC1)NC1=NN(N=C1)C)C1=CC=C2CN(C(C2=C1)=O)[C@@H](C(=O)N[C@H](CO)C1=C(C=CC(=C1)OC)F)C